tricyclo[5.2.1.02,6]dec-3-ene hydroxide [OH-].C12C3C=CCC3C(CC1)C2